N-(6-(2-iodoacetamido)hexyl)-5-((3aS,6aR)-2-oxohexahydro-1H-thieno[3,4-d]imidazol-4-yl)pentanamide ICC(=O)NCCCCCCNC(CCCCC1SC[C@@H]2NC(N[C@@H]21)=O)=O